[2-[(5-bromo-3-methylpyrazin-2-yl)oxy]ethyl](methyl)amine BrC=1N=C(C(=NC1)OCCNC)C